C(CCCC)(=O)OCCC Propyl pentanoate